COC(=O)[C@H]1N(C[C@H](C1)NC(=O)OCC=C)C(=O)OC(C)(C)C (2s,4s)-4-(allyloxycarbonylamino)-pyrrolidine-1,2-dicarboxylic acid 1-tert-butyl ester 2-methyl ester